C(CCCCCCCCCCC)(=O)OCCCCCCCCCCCCCCCC(C)C.C(CCCCCCCCCCC)(=O)OCCCCCCCCCCCCCCCC(C)C.C(CCCCCCCCCCC)(=O)OCCCCCCCCCCCCCCCC(C)C triisostearyl trilaurate